FC1=CC=C(C=C1)C1=C(N=C(O1)SC)C(=O)O 5-(4-fluorophenyl)-2-(methylthio)oxazole-4-carboxylic acid